C1(NCC2=CC=CC=C12)=O Isoindolinon